1,2,4-triazapentan-3-carboxamide NNC(NC)C(=O)N